O(C1=CC=CC=C1)C1=CC=C(C=C1)N1N=C2C(NCCC2N2CCN(CCC2)C(C=C)=O)=C1C(=O)N 2-(4-phenoxyphenyl)-7-[4-(prop-2-enoyl)-1,4-diazepan-1-yl]-4,5,6,7-tetrahydro-2H-pyrazolo[4,3-b]pyridine-3-carboxamide